COC(C[C@@H](NC(=O)OC(C)(C)C)C(=O)O)=O Boc-D-aspartic acid-4-methyl ester